6-methyl-2-(methylthio)pyrido[3,4-d]pyrimidin-8(7H)-one CC1=CC2=C(N=C(N=C2)SC)C(N1)=O